α-methyl-α-phenyl-δ-valerolactone CC1(C(=O)OCCC1)C1=CC=CC=C1